tert-butyl ((trans-3-(5-benzyl-3-cyclopropyl-1H-pyrazol-1-yl)cyclobutyl)methyl)(tert-butoxycarbonyl)carbamate C(C1=CC=CC=C1)C1=CC(=NN1[C@@H]1C[C@H](C1)CN(C(OC(C)(C)C)=O)C(=O)OC(C)(C)C)C1CC1